CC1=C(CN2C3=C(C(=C(CC2=O)C(=O)NC)O)C=CC=C3)C=CC(=C1)C 1-(2,4-dimethylbenzyl)-5-hydroxy-N-methyl-2-oxo-2,3-dihydro-1H-benzo[b]azepine-4-carboxamide